[1,4]oxazin-3-amine O1CC(=NC=C1)N